N-(2-(6-methoxy-2-(methylsulfanyl)-1H-benzimidazol-1-yl)ethyl)acetamide COC=1C=CC2=C(N(C(=N2)SC)CCNC(C)=O)C1